OCCOCCOCCOCCOC=1C=C(C(=O)O)C=C(C1OCCOCCOCCOCCO)OCCOCCOCCOCCO 3,4,5-tris(2-(2-(2-(2-hydroxyethoxy)ethoxy)ethoxy)ethoxy)benzoic acid